NC1=C(NC2=CC=C(C(=N2)C)NC(=O)[C@@H]2CC[C@H](CC2)C(=O)OC)C=C(C=C1)C1=NC=CC=C1 trans-methyl 4-[[6-[2-amino-5-(2-pyridyl)anilino]-2-methyl-3-pyridyl]carbamoyl]cyclohexanecarboxylate